N-(2-((2-(dimethylamino)ethyl)(methyl)amino)-5-((5-fluoro-4-(1-methyl-1H-indol-3-yl)-7H-pyrrolo[2,3-d]pyrimidin-2-yl)amino)phenyl)acetamide CN(CCN(C1=C(C=C(C=C1)NC=1N=C(C2=C(N1)NC=C2F)C2=CN(C1=CC=CC=C21)C)NC(C)=O)C)C